5-[({1-[2-Fluoro-4-(trifluoromethyl)phenyl]cyclopropyl}carbonyl)amino]-2-(6-methylpyridin-3-yl)benzoic acid FC1=C(C=CC(=C1)C(F)(F)F)C1(CC1)C(=O)NC=1C=CC(=C(C(=O)O)C1)C=1C=NC(=CC1)C